CC(C(=O)OC)CC(C=C)C methyl 2,4-dimethyl-5-hexenoate